8-(4-cyclopropylphenyl)-N-methyl-6,9-dioxo-5-(4-(trifluoromethyl)benzyl)-2,5,8-triazaspiro[3.5]-nonane-2-carboxamide C1(CC1)C1=CC=C(C=C1)N1CC(N(C2(CN(C2)C(=O)NC)C1=O)CC1=CC=C(C=C1)C(F)(F)F)=O